6-(2,3-dihydro-1-benzofuran-7-yl)-7-fluoro-2-[(4S)-4-[[6-oxo-5-(trifluoromethyl)-1H-pyridazin-4-yl]amino]pentyl]isoquinolin-1-one O1CCC2=C1C(=CC=C2)C=2C=C1C=CN(C(C1=CC2F)=O)CCC[C@H](C)NC=2C=NNC(C2C(F)(F)F)=O